O1[C@H](COC2=C1C=CC=C2)C2=CC=C(CNC(=O)C1CCN(CC1)S(=O)(=O)C)C=C2 N-{4-[(2S)-2,3-dihydro-1,4-benzodioxin-2-yl]benzyl}-1-(methylsulfonyl)piperidin-4-amide